ClC=1C=C(C=NC1N1N=CC=N1)NC(=O)C1=CC(=C(C=C1C)C1=C(C=C(C=C1)F)O)F N-(5-chloro-6-(2H-1,2,3-triazol-2-yl)pyridin-3-yl)-2,4'-difluoro-2'-hydroxyl-5-methyl-[1,1'-biphenyl]-4-carboxamide